Chloro-5-(3-(6-((4-(2-(2,6-dioxopiperidin-3-yl)-1-oxoisoindolin-4-yl)but-3-yn-1-yl)carbamoyl)pyridin-3-yl)isoquinolin-8-yl)-N-methyl-1H-indole-3-carboxamide ClN1C=C(C2=CC(=CC=C12)C=1C=CC=C2C=C(N=CC12)C=1C=NC(=CC1)C(NCCC#CC1=C2CN(C(C2=CC=C1)=O)C1C(NC(CC1)=O)=O)=O)C(=O)NC